C(C)(C)(C)OC(=O)N1CC(OCC1)C(NC1=CC(=C(C=C1)Br)OCCC)=O 2-((4-bromo-3-propoxyphenyl)carbamoyl)morpholine-4-carboxylic acid tert-butyl ester